iron (III) monohydrate O.[Fe+3]